ClC1=C(C(=O)OC)C=CC(=C1)C1=NC=NN1C1CC1 methyl 2-chloro-4-(1-cyclopropyl-1H-1,2,4-triazol-5-yl)benzoate